(3S,4R)-4-({5-chloro-7-isopropylimidazo[4,3-f][1,2,4]triazin-2-yl}amino)oxan-3-ol ClC=1N=C(N2N=C(N=CC21)N[C@H]2[C@@H](COCC2)O)C(C)C